rac-N-(2-(1-Imino-1-oxido-1λ6-thiomorpholino)-5-(3'-methyl-2'-oxo-2',3'-dihydrospiro[cyclobutane-1,1'-pyrrolo[2,3-c]quinolin]-8'-yl)pyridin-3-yl)benzenesulfonamide hydrochloride Cl.N=S1(CCN(CC1)C1=NC=C(C=C1NS(=O)(=O)C1=CC=CC=C1)C1=CC=2C3=C(C=NC2C=C1)N(C(C31CCC1)=O)C)=O